CC1(OCCC(C1)NC=1C2=C(N=C(N1)NC1=C(C=C(C=C1)C1=NN=CN1C)OC)NC=C2C#N)C 4-((2,2-dimethyltetrahydro-2H-pyran-4-yl)amino)-2-((2-methoxy-4-(4-methyl-4H-1,2,4-triazol-3-yl)phenyl)amino)-7H-pyrrolo[2,3-d]pyrimidine-5-carbonitrile